hydroxy-4-((3-(2-(2-(3,4,5-trifluorophenyl)acetamido)ethyl)-5-methoxy-1H-indol-1-yl)methyl)-benzamide OC1=C(C(=O)N)C=CC(=C1)CN1C=C(C2=CC(=CC=C12)OC)CCNC(CC1=CC(=C(C(=C1)F)F)F)=O